C(C1=CC=CC=C1)N1N=C(C(=C1)F)C(=O)NC1C(N(C2=C(OC1)C=CC(=C2)N2CC1(CC2)CCOCC1)C)=O 1-benzyl-4-fluoro-N-(5-methyl-4-oxo-7-(8-oxa-2-azaspiro[4.5]decan-2-yl)-2,3,4,5-tetrahydrobenzo[b][1,4]oxaazepin-3-yl)-1H-pyrazole-3-carboxamide